(S)-quinuclidin-3-yl (6-(4-(2-methoxyethoxy)phenyl)-1,2,3,4-tetrahydronaphthalen-1-yl)carbamate COCCOC1=CC=C(C=C1)C=1C=C2CCCC(C2=CC1)NC(O[C@@H]1CN2CCC1CC2)=O